N1C=CC=2C1=NC=CC2C=2C=NN(C2)C=2C=CC(=C(C#N)C2)C(F)(F)F 5-[4-(1H-pyrrolo[2,3-b]pyridin-4-yl)-1H-pyrazol-1-yl]-2-(trifluoromethyl)-benzonitrile